COC([CH+]C(OC)OC)OC 1,1,3,3-tetramethoxypropan-2-ylium